ClC=1C=C(C=CC1C(F)(F)F)NS(=O)(=O)C1=C(NC(=C1C(=O)N1CC(CC1)(F)F)C)C N-(3-chloro-4-(trifluoromethyl)phenyl)-4-(3,3-difluoropyrrolidine-1-carbonyl)-2,5-dimethyl-1H-pyrrole-3-sulfonamide